2-ethynyl-3-(2-methoxyethoxy)pyridine C(#C)C1=NC=CC=C1OCCOC